ClC1=C(C(=C(C=C1OC)OC)Cl)C=1N=C(C2=C(N1)C=NC(=C2)N[C@@H]2COCC[C@@H]2NC(C=C)=O)NCC2OCCC2 N-((3S,4S)-3-((2-(2,6-dichloro-3,5-dimethoxyphenyl)-4-(((tetrahydrofuran-2-yl)methyl)amino)pyrido[3,4-d]pyrimidin-6-yl)amino)tetrahydro-2H-pyran-4-yl)acrylamide